NC1=NC(=C2N=CN(C2=N1)[C@H]1C[C@H](C1)COP(=O)(OC1=CC=C(C=C1)Br)N[C@@H](CC(=O)OCCCCC)C(=O)OCCCCC)OC Dipentyl (((cis-3-(2-amino-6-methoxy-9H-purin-9-yl)cyclobutyl) methoxy) (4-bromophenoxy) phosphoryl)-L-aspartate